C1(CC1)C1=NN(C(=C1C(F)(F)F)C(=O)NC=1C=NC=C(C1)S(=O)(=N)C)CC1(CC(C1)(F)F)C 3-cyclopropyl-1-((3,3-difluoro-1-methylcyclobutyl)methyl)-N-(5-(S-methylsulfonimidoyl)pyridin-3-yl)-4-(trifluoromethyl)-1H-pyrazole-5-carboxamide